1-(6-(3,7,7-trimethyl-4-(5-methyl-1H-indazol-4-yl)-7,8-dihydro-5H-pyrano[4,3-b]pyridin-2-yl)-2,6-diazaspiro[3.4]octan-2-yl)-2-propen-1-one CC=1C(=C2C(=NC1N1CC3(CN(C3)C(C=C)=O)CC1)CC(OC2)(C)C)C2=C1C=NNC1=CC=C2C